CC=1N=C2C(=NC(=NC2=NC1C)C1C[C@@H](O[C@@H](C1)C)C=1C=CC(=NC1)O)C12CC(C1)(C2)C(F)(F)F 5-[(2R,6R)-4-[6,7-dimethyl-4-[3-(trifluoromethyl)-1-bicyclo[1.1.1]pentanyl]pteridin-2-yl]-6-methyl-tetrahydropyran-2-yl]pyridin-2-ol